FC1=CC=C(C=C1)S(=O)(=O)NC=1C=C(C=CC1O)NC(=O)C1=CC=C(C=C1)C=1C(=CC=CC1)C(=O)O 4'-((3-((4-fluorophenyl)sulfonamido)-4-hydroxyphenyl)carbamoyl)-[1,1'-biphenyl]-2-carboxylic acid